benzyl-di(2-hydroxyethyl)tetradecyl-ammonium chloride [Cl-].C(C1=CC=CC=C1)[N+](CCCCCCCCCCCCCC)(CCO)CCO